N2-(4-(4-(azetidin-1-yl)piperidin-1-yl)-3-ethoxyphenyl)-N4-(3-fluorophenyl)-5-methylthieno[2,3-d]pyrimidine-2,4-diamine N1(CCC1)C1CCN(CC1)C1=C(C=C(C=C1)NC=1N=C(C2=C(N1)SC=C2C)NC2=CC(=CC=C2)F)OCC